1-(3-methoxybenzyl)piperazine COC=1C=C(CN2CCNCC2)C=CC1